1,2-Difluoroethan FCCF